1,2-diisothiocyanatobenzene tert-Butyl-4-(4-(3-chloro-4-hydroxypyrazolo[1,5-a]pyridin-6-yl)-5-methyl-1H-1,2,3-triazol-1-yl)piperidine-1-carboxylate C(C)(C)(C)OC(=O)N1CCC(CC1)N1N=NC(=C1C)C=1C=C(C=2N(C1)N=CC2Cl)O.N(=C=S)C2=C(C=CC=C2)N=C=S